1-bromo-5-chloro-4-(ethylsulfinyl)-2-methoxybenzene BrC1=C(C=C(C(=C1)Cl)S(=O)CC)OC